1,5-dihydroxyanthracene OC1=CC=CC2=CC3=C(C=CC=C3C=C12)O